3-(3,4-diaminophenyl)-4-methyl-4,5-dihydro-1H-pyridazin-6-one NC=1C=C(C=CC1N)C1=NNC(CC1C)=O